C(N)(OC1(C(CC1)C(C)(C)C)CCO)=O tert-butyl(1-(2-hydroxyethyl)cyclobutyl) carbamate